3-(((7-(2-Aminopyrimidin-4-yl)-2,3-dihydrofuro[3,2-c]pyridin-4-yl)amino)methyl)-N-(1-methylpiperidin-4-yl)benzamid NC1=NC=CC(=N1)C=1C2=C(C(=NC1)NCC=1C=C(C(=O)NC3CCN(CC3)C)C=CC1)CCO2